ClC=1C(=NC=CC1)N[C@@H]1CN(CC1)C1=C(C=C(C=C1)OC1=C(C=CC=C1)C)CO (S)-(2-(3-(3-chloropyridin-2-ylamino)pyrrolidin-1-yl)-5-(o-tolyloxy)phenyl)methanol